N-(3-(4'-Isopropoxy-4,5,5',6'-Tetrahydro-2H-Spiro[Furan-3,8'-Pyrano[3,4-b]Pyridine]-2'-yl)-1-Methyl-1H-Pyrrolo[2,3-c]Pyridin-5-yl)Acetamide C(C)(C)OC1=C2C(=NC(=C1)C1=CN(C3=CN=C(C=C31)NC(C)=O)C)C3(OCC2)COCC3